1-(3-(7-fluorobenzo[d][1,3]dioxol-5-yl)-6-(3-methoxypropyl)pyrazin-2-yl)azepane-4-carboxylic acid FC1=CC(=CC2=C1OCO2)C=2C(=NC(=CN2)CCCOC)N2CCC(CCC2)C(=O)O